BrC=1C=NN(C1)CC1(CC1)O 1-[(4-bromopyrazol-1-yl)methyl]cyclopropan-1-ol